(R)-2-((((9H-fluoren-9-yl)meth-oxy)carbonyl)amino)-3-(3-iodo-4-(methoxymethoxy)phenyl)propionic acid C1=CC=CC=2C3=CC=CC=C3C(C12)COC(=O)N[C@@H](C(=O)O)CC1=CC(=C(C=C1)OCOC)I